[I-].C[N+](CC1=CC=C(C=C1)C=C)(CC1=CC=C(C=C1)C=C)CCO N-methyl-N-(2-hydroxyethyl)-N,N-bis(4-vinylbenzyl)ammonium iodide